(E)-4-chloro-5-((cyclopropylmethyl)amino)-6-(1-(hydroxyimino)ethyl)-2-(2-methyl-2H-indazol-5-yl)pyridazin-3(2H)-one ClC=1C(N(N=C(C1NCC1CC1)/C(/C)=N/O)C1=CC2=CN(N=C2C=C1)C)=O